ClC1=C(C=C2C=C(N=CC2=C1)NC(=O)[C@@H]1COCCC1)N1CCN(CC1)[C@@]1(COC[C@@H]1O)C (3S)-N-(7-chloro-6-(4-((3R,4R)-4-hydroxy-3-methyltetrahydrofuran-3-yl)piperazin-1-yl)isoquinolin-3-yl)tetrahydro-2H-pyran-3-carboxamide